N-(5-chloro-2-(2-methoxyethoxy)phenyl)-2-(4-bromophenyl)acetamide 2-benzylethylenimine C(C1=CC=CC=C1)C1NC1.ClC=1C=CC(=C(C1)NC(CC1=CC=C(C=C1)Br)=O)OCCOC